C(CCCCCCCCCCCCCCCCCCCCC)N=C=S docosyl isothiocyanate